5-(4-(2,4-dimethylthiazol-5-yl)-2,3-difluorophenyl)-N-methyl-N-(2,2,6,6-tetramethylpiperidin-4-yl)-1,3,4-thiadiazol-2-amine CC=1SC(=C(N1)C)C1=C(C(=C(C=C1)C1=NN=C(S1)N(C1CC(NC(C1)(C)C)(C)C)C)F)F